2,2'-(4,6-dimethyl-1,3-phenylene)dipyridine CC1=C(C=C(C(=C1)C)C1=NC=CC=C1)C1=NC=CC=C1